n-tetracosyl methanoate C(=O)OCCCCCCCCCCCCCCCCCCCCCCCC